2-amino-3-(((((benzyloxy)carbonyl)amino)methyl)selanyl)propanoic acid NC(C(=O)O)C[Se]CNC(=O)OCC1=CC=CC=C1